C(C)(C)(C)C=1C=C(C=C(C1)C(C)(C)C)OC(C1=C(CC(C=C1)(O)C(C)(C)C)C(C)(C)C)=O 2,4-di-tert-butyl-4-hydroxybenzoic acid (3,5-di-tert-butyl-phenyl) ester